OC1(CCCCC1)C#CCOC1=CC2=C(OC[C@@H](C(N2C)=O)NC(OC(C)(C)C)=O)C=C1 tert-butyl (S)-(7-((3-(1-hydroxycyclohexyl)prop-2-yn-1-yl)oxy)-5-methyl-4-oxo-2,3,4,5-tetrahydrobenzo[b][1,4]oxazepin-3-yl)carbamate